allyloxide C(C=C)OCC=C